C(CCC)C1CC=CC1 4-butyl-1-cyclopenten